N-[[4-[4-amino-1-[3-(dimethylcarbamoyl)cyclohexyl]pyrazolo[3,4-d]pyrimidin-3-yl]phenyl]methyl]-2-methoxy-benzamide NC1=C2C(=NC=N1)N(N=C2C2=CC=C(C=C2)CNC(C2=C(C=CC=C2)OC)=O)C2CC(CCC2)C(N(C)C)=O